dibutyl-benzene sodium [Na].C(CCC)C1=C(C=CC=C1)CCCC